((benzyloxy)methoxy)-3-(4-methylthiazol-5-yl)-2-(pyridin-3-yl)-1H-inden-1-one C(C1=CC=CC=C1)OCOC1=C2C(=C(C(C2=CC=C1)=O)C=1C=NC=CC1)C1=C(N=CS1)C